SC1CC(NC(C1)(C)C)(C)C 4-mercapto-2,2,6,6-tetramethylpiperidine